OC[C@@](C)(O)C1=CC(=C(S1)S(=O)(N)=NC(NC1=C2C(=NC3=C1CCC3)C3(CC2)CC3)=O)F 5-((R)-1,2-dihydroxypropan-2-yl)-3-fluoro-N'-((1',5',6',7'-tetrahydro-2'H-spiro[cyclopropane-1,3'-dicyclopenta[b,e]pyridin]-8'-yl)carbamoyl)thiophene-2-sulfonimidamide